C(CO)#N Glycolnitril